N,N-diisopropyltryptamine-4-succinate C(C)(C)N(CCC1=CNC2=CC=CC(=C12)C(CC(=O)[O-])C(=O)[O-])C(C)C